N1(CCCCC1)CCC(=O)N1CCN(C2=CC=CC=C12)C1=CC=NC=C1 3-(piperidin-1-yl)-1-(4-(pyridin-4-yl)-3,4-dihydroquinoxaline-1(2H)-yl)propan-1-one